[C@@H]1([C@H](O)[C@@H](O)[C@@H](O)[C@H](O1)CO)OC(C(Cl)(Cl)Cl)=N.[N+](=O)([O-])C=1C2(OC=CC1)NC1=CC=CC=C1C2 nitroindolinespiropyran β-D-galactopyranosyl-trichloroacetimidat